BrC=1C=C(C(=NC1)OCCCN(C)C)NS(=O)(=O)N1CCCC2=CC=CC=C12 N-(5-Bromo-2-(3-(dimethylamino)propoxy)pyridin-3-yl)-3,4-dihydroquinoline-1(2H)-sulfonamide